(S)-N1-methyl-N6-(1-methyl-1H-pyrazol-3-yl)-4-(5-(2-methylmorpholino)benzo[d]oxazol-2-yl)-2,7-naphthyridine-1,6-diamine CNC1=NC=C(C2=CC(=NC=C12)NC1=NN(C=C1)C)C=1OC2=C(N1)C=C(C=C2)N2C[C@@H](OCC2)C